N-(4,4-difluoropyrrolidin-3-yl)-5-((2-methoxypyridin-3-yl)methoxy)-2-methylbenzofuran FC1(C(CNC1)N1C(C(=CC=C1)COC=1C=CC2=C(C=C(O2)C)C1)OC)F